N-(3-(2-((4-morpholinophenyl)amino)quinazolin-8-yl)phenyl)acrylamide O1CCN(CC1)C1=CC=C(C=C1)NC1=NC2=C(C=CC=C2C=N1)C=1C=C(C=CC1)NC(C=C)=O